C(C)ON=C(C(=O)O)C#N ethylcyano(hydroxyiminoacetic acid)